FC=1C(=CC2=C(N(C(N2C2=NC(=NS2)C)=O)C)C1)S(=O)(=O)NC1(CC1)CF 6-fluoro-N-[1-(fluoromethyl)cyclopropyl]-1-methyl-3-(3-methyl-1,2,4-thiadiazol-5-yl)-2-oxo-benzoimidazole-5-sulfonamide